IC1=CC=C(S1)/C=C/C(=O)OC Methyl (E)-3-(5-iodothiophen-2-yl)acrylate